2-fluoropyridine-4-oxy-pentafluoroethylcyclotriphosphazene FC1=NC=CC(=C1)OP1(=NP=NP=N1)C(C(F)(F)F)(F)F